O(C1=CC=CC=C1)CC1CN(CCC1)C(C=1OC(=NN1)C1(CCCC1)C1=CC=CC=C1)C(=O)C(N1CC(CCC1)COC1=CC=CC=C1)C=1OC(=NN1)C1(CCCC1)C1=CC=CC=C1 (3-(phenoxymethyl)piperidin-1-yl)(5-(1-phenylcyclopentyl)-1,3,4-oxadiazol-2-yl)methylKetone